(perfluoropropane-2,2-diyl)dibenzene FC(C(C(F)(F)F)(C1=CC=CC=C1)C1=CC=CC=C1)(F)F